tert-Butyl 2-(4-hydroxyphenyl)acetate OC1=CC=C(C=C1)CC(=O)OC(C)(C)C